2-amino-4,6-dichloro-5-pyrimidineformaldehyde NC1=NC(=C(C(=N1)Cl)C=O)Cl